N-Ethyl-N'-propyl-N''-prop-2-ynyl-[1,3,5]triazine-2,4,6-triamine C(C)NC1=NC(=NC(=N1)NCCC)NCC#C